2-Methyl-6-(2,3,5,6-tetrafluoro-2'-(Thiomorpholinomethyl)-[1,1'-biphenyl]-4-yl)-1H-benzo[d]imidazol CC1=NC2=C(N1)C=C(C=C2)C2=C(C(=C(C(=C2F)F)C2=C(C=CC=C2)CN2CCSCC2)F)F